hexyl-D-biotinamide hydrochloride Cl.C(CCCCC)C(C(=O)N)CCC[C@@H]1SC[C@@H]2NC(=O)N[C@H]12